2-amino-3-methylimidazo-[4,5-f]quinoxaline NC=1N(C=2C(=C3N=CC=NC3=CC2)N1)C